Bis(o-tolyl)sulfonium tetrakis(pentafluorophenyl)borate FC1=C(C(=C(C(=C1[B-](C1=C(C(=C(C(=C1F)F)F)F)F)(C1=C(C(=C(C(=C1F)F)F)F)F)C1=C(C(=C(C(=C1F)F)F)F)F)F)F)F)F.C1(=C(C=CC=C1)[SH+]C1=C(C=CC=C1)C)C